NC=1C=C(C=C2C(=C(NC12)C1=CC=CC=C1)/C=C/C(=O)OC)COCC methyl (E)-3-(7-amino-5-(ethoxymethyl)-2-phenyl-1H-indol-3-yl)acrylate